Tert-butyl 2-[(7-chloro-8-fluoro-2-methylsulfanyl-4-oxo-3H-pyrido[4,3-d]pyrimidin-5-yl)oxymethyl]-3,8-diazabicyclo[3.2.1]octane-8-carboxylate ClC1=C(C=2N=C(NC(C2C(=N1)OCC1C2CCC(CN1)N2C(=O)OC(C)(C)C)=O)SC)F